N1=CC=C(C=C1)C1C(C1)C(=O)O 2-(pyridin-4-yl)cyclopropane-1-carboxylic acid